3-(9-((4-(aminomethyl)-2-(2-(2-methoxyethoxy)ethoxy)phenyl)carbamoyl)-4,5-dihydrobenzo[b]thieno[2,3-d]oxepin-8-yl)-6-(propylcarbamoyl)picolinic acid NCC1=CC(=C(C=C1)NC(=O)C1=CC2=C(OCCC3=C2SC=C3)C=C1C=1C(=NC(=CC1)C(NCCC)=O)C(=O)O)OCCOCCOC